N-(2-(3-(N,N-Bis(4-methoxybenzyl)sulfamoyl)-1H-pyrazol-1-yl)ethyl)-2,2,2-trifluoro-N-methylacetamide COC1=CC=C(CN(S(=O)(=O)C2=NN(C=C2)CCN(C(C(F)(F)F)=O)C)CC2=CC=C(C=C2)OC)C=C1